2-(2-ethoxyethoxy)ethyl (2S,5R,6R)-3,3-dimethyl-7-oxo-6-(2-phenylacetamido)-4-thia-1-azabicyclo[3.2.0]heptane-2-carboxylate CC1([C@@H](N2C([C@H]([C@H]2S1)NC(CC1=CC=CC=C1)=O)=O)C(=O)OCCOCCOCC)C